C(N)(OC(C)C(O)N1N=CN=N1)=O 2H-tetrazol-2-yl-3-hydroxypropan-2-yl carbamate